[C@H]12CN(C[C@H](CC1)N2)C=2C1=C(N=C(N2)OCC2(CC2)CN2CCOCC2)C(=C(N=C1C#C)C1=CC=CC2=CC=C(C(=C12)C#C)F)F 4-(4-((1R,5S)-3,8-diazabicyclo[3.2.1]oct-3-yl)-5-ethynyl-8-fluoro-2-((1-(morpholinylmethyl)cyclopropyl)methoxy)pyrido[4,3-d]pyrimidin-7-yl)-5-ethynyl-6-fluoronaphthalen